FC1=CC(=C(C=C1)C1=CC(=CC=C1)C=1OC2=C(N1)C=C(C=C2C(F)(F)F)CN([C@H]2[C@H](CCC2)OC)C)C2=NN=CN2C (1R,2S)-N-((2-(4'-fluoro-2'-(4-methyl-4H-1,2,4-triazol-3-yl)-[1,1'-biphenyl]-3-yl)-7-(trifluoromethyl)benzo[d]oxazol-5-yl)methyl)-2-methoxy-N-methylcyclopentan-1-amine